Cl[Si]([Si](C1C=CC2=C(C=CC=C12)C1=CC=CC2=CC=CC=C12)(C)C)(C)C 1-chloro-1,1,2,2-tetramethyl-2-(4-(naphthalen-1-yl)-1H-inden-1-yl)disilane